(R)-N-(1-(4-phenoxyphenyl)ethyl)-3-(trifluoromethyl)-[1,2,4]triazolo[4,3-b]pyridazin-6-amine O(C1=CC=CC=C1)C1=CC=C(C=C1)[C@@H](C)NC=1C=CC=2N(N1)C(=NN2)C(F)(F)F